6-(1-((2-(2,6-dioxopiperidin-3-yl)-4-fluoro-1,3-dioxoisoindolin-5-yl)methyl)piperidine-4-yl)-2-(4-phenoxyphenyl)nicotinamide O=C1NC(CCC1N1C(C2=CC=C(C(=C2C1=O)F)CN1CCC(CC1)C1=NC(=C(C(=O)N)C=C1)C1=CC=C(C=C1)OC1=CC=CC=C1)=O)=O